C1(CC1)[C@@H]1N(CCC(C1)C=1C=C(C=2N(C1)N=C(N2)C2=CC(=C(C=C2)OC)OC)C)C2CCNCC2 6-(r-cyclopropyl-[1,4'-bipiperidin]-4-yl)-2-(3,4-dimethoxyphenyl)-8-methyl-[1,2,4]triazolo[1,5-a]pyridine